C(CCCCCCC\C=C/CCCCCCCC)N1C(=C(C(C=C1)=O)O)CC N-oleyl-2-ethyl-3-hydroxypyridin-4-one